2-methoxy-N-(1-methylpiperidin-4-yl)-4-((4-(5-phenyl-4,5-dihydro-1H-pyrazol-1-yl)thieno[3,2-d]pyrimidin-2-yl)amino)benzamide COC1=C(C(=O)NC2CCN(CC2)C)C=CC(=C1)NC=1N=C(C2=C(N1)C=CS2)N2N=CCC2C2=CC=CC=C2